C(C)OC(=O)N1CC=2C=NC3=CC(=NN3C2C1)C 2-methyl-6,8-dihydro-1,4,7,8b-tetraaza-as-indacene-7-carboxylic acid ethyl ester